BrC1=C(C(=O)OC(C)(C)C)C=C(C=C1)CO[Si](C)(C)C(C)(C)C tert-butyl 2-bromo-5-(((tert-butyldimethylsilyl)oxy)methyl)benzoate